CC=1C=C(C=CC1N1CCN(CC1)C1CCN(CC1)C)NC=O (3-methyl-4-(4-(1-methylpiperidin-4-yl)piperazin-1-yl)phenyl)formamide